6-(6-chloro-4-(4-oxooctahydropyrazino[2,1-c][1,4]oxazin-6-yl)pyridin-2-yl)-N-methylpyrimidine-4-carboxamide di(trifluoroacetate) FC(C(=O)O)(F)F.FC(C(=O)O)(F)F.ClC1=CC(=CC(=N1)C1=CC(=NC=N1)C(=O)NC)C1CNCC2COCC(N21)=O